Methyl 2-[5-(2-aminopyridin-4-yl)-4-(4-fluorophenyl)-1H-imidazol-1-yl]Acetate NC1=NC=CC(=C1)C1=C(N=CN1CC(=O)OC)C1=CC=C(C=C1)F